Cl.C(#N)C=1C=NN2C1C(=CC(=C2)OCC(C)(C)O)N2N=CC(=C2)NC(CC=2C=NC(=CC2)N2N=CC(=C2)F)=O N-(1-(3-cyano-6-(2-hydroxy-2-methylpropyloxy)pyrazolo[1,5-a]pyridin-4-yl)-1H-pyrazol-4-yl)-2-(6-(4-fluoro-1H-pyrazol-1-yl)pyridin-3-yl)acetamide hydrochloride